3,8-Diazabicyclo[3.2.1]octane-3-carboxylic acid tert-butyl ester C(C)(C)(C)OC(=O)N1CC2CCC(C1)N2